5-chloro-2,3-dihydrobenzo[b]furan-7-carboxylate ClC1=CC2=C(OCC2)C(=C1)C(=O)[O-]